6-(5-(trifluoromethyl)-2H-pyrazol-3-yl)phenol FC(C=1C=C(NN1)C1=CC=CC=C1O)(F)F